FC1=C(CC2=C(N(CCN3CCOCC3)C)C(=CC(=C2)C)C)C(=CC=C1)F 2-(2,6-Difluorobenzyl)-N,4,6-trimethyl-N-(2-morpholinoethyl)aniline